C1(CC1)C1=CC=C(C=C1)[C@H]([C@H](C)NC(COC)=O)OC=1C=CC(=NC1)C(=O)N[C@@H]1CN(CCC1)C(=O)[C@H]1COC(C1)=O 5-[(1R,2S)-1-(4-cyclopropylphenyl)-2-[(2-methoxyacetyl)amino]propoxy]-N-[(3S)-1-[(3R)-5-oxotetrahydrofuran-3-carbonyl]-3-piperidinyl]pyridine-2-carboxamide